ethyl 2-[[4-bromo-6-fluoro-2-[(4-methoxyphenyl)methyl]indazol-7-yl]-sulfamoyl-amino]acetate BrC=1C2=CN(N=C2C(=C(C1)F)N(CC(=O)OCC)S(N)(=O)=O)CC1=CC=C(C=C1)OC